1-(1Z-hexadecenyl)-2-(11Z-octadecenoyl)-sn-glycero-3-phosphocholine CCCCCCCCCCCCCC/C=C\OC[C@H](COP(=O)([O-])OCC[N+](C)(C)C)OC(=O)CCCCCCCCC/C=C\CCCCCC